2-benzyl-N'-hydroxy-7-phenylisoindoline-5-carboximidamide C(C1=CC=CC=C1)N1CC2=C(C=C(C=C2C1)C(N)=NO)C1=CC=CC=C1